2,4,6-trimethylanisole CC1=C(C(=CC(=C1)C)C)OC